N[C@H]1C(N(CC1)CC(F)(F)F)=O (R)-3-Amino-1-(2,2,2-trifluoroethyl)pyrrolidin-2-one